bromochlorine BrCl